trichloromethyl-methyl-formic acid ClC(Cl)(Cl)CC(=O)O